(1S,2S,5R)-1-(3-boronopropyl)-6-oxa-3-azabicyclo[3.2.0]heptane-2-carboxylic acid B(O)(O)CCC[C@]12[C@H](NC[C@@H]2OC1)C(=O)O